FC(C=1C=NN(C1C1=CC2(C1)CCN(CC2)C=2C=C1C(=CC(=NC1=CC2)C(=O)O)C(F)(F)F)C2=C(C=CC=C2)C(F)(F)F)F 6-(2-(4-(difluoromethyl)-1-(2-(trifluoromethyl)phenyl)-1H-pyrazol-5-yl)-7-azaspiro[3.5]non-1-en-7-yl)-4-(trifluoromethyl)quinoline-2-carboxylic acid